FC(OC1=NC(=C(C(=O)O)C=C1)NC1=C(C=C(C=C1)F)C)F 6-(difluoro-methoxy)-2-((4-fluoro-2-methylphenyl)amino)nicotinic acid